6-(4-amino-4-methylpiperidin-1-yl)-3-(7-chloro-2-methylbenzo[d]thiazol-6-yl)-1H-pyrazolo[3,4-d]pyrimidine-4-carboxamide NC1(CCN(CC1)C1=NC(=C2C(=N1)NN=C2C2=C(C1=C(N=C(S1)C)C=C2)Cl)C(=O)N)C